5-(1-(2,2-difluoroethyl)-2-methyl-1H-imidazo[4,5-b]pyridin-6-yl)-N-(1-methylazetidin-3-yl)pyrrolo[2,1-f][1,2,4]triazin-2-amine FC(CN1C(=NC2=NC=C(C=C21)C=2C=CN1N=C(N=CC12)NC1CN(C1)C)C)F